C1(CC1)C=1C=NC(=NC1)N1CCN(CC1)C(=O)O[C@H](CC1=CNC(C(=C1)C(F)(F)F)=O)C (S)-1-(6-Oxo-5-(trifluoromethyl)-1,6-dihydropyridin-3-yl)propan-2-yl 4-(5-cyclopropylpyrimidin-2-yl)piperazine-1-carboxylate